FC1(CCC(CC1)C1=NC=CC(=C1NC(=O)C=1C=NC(=NC1)N1C(CC1)C)C1=NC=CC=C1)F N-(2'-(4,4-difluorocyclohexyl)-[2,4'-bipyridyl]-3'-yl)-2-(2-methylazetidin-1-yl)pyrimidine-5-carboxamide